C(C)OC1=CC=C(C=C1)NC(=O)N1CCN(CC1)C1=NC(=NC(=C1)N1CCN(CC1)C)C N-(4-ethoxyphenyl)-4-(2-methyl-6-(4-methylpiperazin-1-yl)pyrimidin-4-yl)piperazine-1-carboxamide